Ethyl (S)-3-(4'-Fluoro-3'-methylbiphenyl-3-yl)-3-(3-(4-hydroxy-1,5-dimethyl-2-oxo-1,2-dihydropyridin-3-yl)ureido)propanoat FC1=C(C=C(C=C1)C1=CC(=CC=C1)[C@H](CC(=O)OCC)NC(=O)NC=1C(N(C=C(C1O)C)C)=O)C